O[C@@H]1CN(CC1)CC=O (S)-2-(3-hydroxypyrrolidin-1-yl)acetaldehyde